NC1=NC=NN2C1=C(C=C2C2CCN(CC2)C(C(C)C)=O)C2=CC=C(C=C2)C2=C(C(N(C(=C2C2=NN(C=C2)C)C)C2=NC=CC=C2)=O)C(=O)N (4-(4-amino-7-(1-isobutyrylpiperidin-4-yl)pyrrolo[2,1-f][1,2,4]triazin-5-yl)phenyl)-6-methyl-5-(1-methyl-1H-pyrazol-3-yl)-2-oxo-2H-[1,2'-bipyridine]-3-carboxamide